C(#N)C1=CC=C(C=C1)[C@H](CO)NC(=O)[C@H]1N(C[C@@H](C1)O)C([C@H](C(C)(C)C)NC(CCCCCC(=O)O)=O)=O 7-(((S)-1-((2S,4R)-2-(((R)-1-(4-cyanophenyl)-2-hydroxyethyl)carbamoyl)-4-hydroxypyrrolidin-1-yl)-3,3-dimethyl-1-oxobutan-2-yl)amino)-7-oxoheptanoic acid